fluoro-3-hydroxypyrazine-2-carboxamide FC=1N=C(C(=NC1)C(=O)N)O